2-(4-cyclopropylphenyl)-5-phenylOxazole-4-carboxylic acid ethyl ester C(C)OC(=O)C=1N=C(OC1C1=CC=CC=C1)C1=CC=C(C=C1)C1CC1